CC1=NC(=C(C(=O)[O-])C=C1)C dimethylnicotinate